FC1=CC2=C(C(=NS2)N2CCN(CC2)CCC2CC(C2)NC(=O)C=2NC3=CC=CC=C3C2)C=C1 N-(3-(2-(4-(6-fluorobenzo[d]isothiazol-3-yl)piperazin-1-yl)ethyl)cyclobutyl)-1H-indole-2-carboxamide